methyl 2-(5-(2-fluorobenzyloxy)-N,2-dimethylpyrazolo[1,5-a]pyridine-3-carboxamido)-3-hydroxy-2-methylpropanoate FC1=C(COC2=CC=3N(C=C2)N=C(C3C(=O)N(C)C(C(=O)OC)(CO)C)C)C=CC=C1